Cl(=O)(=O)(=O)O.C(=C)N1CCCC1 1-vinylpyrrolidine perchlorate